C[Si](C)(C=C)O[Si](C)(C)C=C 1,1,3,3-tetramethyl-1,3-divinylsiloxane